NC=1C=C(C=CC1N(CC(C)C)CC(C)C)C1(CCOCC1)C#N 4-[3-amino-4-[bis(2-methylpropyl)amino]phenyl]tetrahydropyran-4-carbonitrile